FC1(CC(NC1)C(=O)O)COC 4-fluoro-4-(methoxymethyl)pyrrolidine-2-carboxylic acid